3-((tert-butyldimethylsilyl)oxy)propanal [Si](C)(C)(C(C)(C)C)OCCC=O